OCCOCCOCCOCCOCCOCCOCCN1C(C2=CC=CC=C2C1=O)=O 2-[2-[2-[2-[2-[2-[2-(2-hydroxyethoxy)ethoxy]ethoxy]ethoxy]ethoxy]ethoxy]ethyl]isoindoline-1,3-dione